N=1C=CN2N=CC(=CC21)OC2=C(C=C(C=C2)NC2=NC=NC1=C2N=C(N=C1)N1CCN(CC1)C(C=C)=O)C 1-(4-(8-((4-(imidazo[1,2-b]pyridazin-7-yloxy)-3-methylphenyl)amino)pyrimido[5,4-d]pyrimidin-2-yl)piperazin-1-yl)prop-2-en-1-one